(R)-1-((R or S)-3-(2-(5-fluoro-thiophen-2-yl)ethyl)-1-(2-(6-methylpyridin-3-yl)propan-2-yl)pyrrolidin-3-yl)ethyl phenylcarbamate C1(=CC=CC=C1)NC(O[C@H](C)[C@]1(CN(CC1)C(C)(C)C=1C=NC(=CC1)C)CCC=1SC(=CC1)F)=O |o1:11|